C(C)(C)(C)OC(=O)N1CCC(CC1)C=1C=NN2C1C=CC(=C2)OC2CCN(CC2)C(=O)OCC2=CC=CC=C2 benzyl 4-((3-(1-(tert-butoxycarbonyl)piperidin-4-yl)pyrazolo[1,5-a]pyridin-6-yl)oxy)piperidine-1-carboxylate